OC\C=C(\C)/CC\C=C(\C)/CCC=C(C)C (Z,Z)-Farnesol